N-[(1S)-1-[2-(1-methyl-6-oxo-pyridazin-3-yl)-1,2,4-triazol-3-yl]ethyl]-3,5-bis(trifluoromethyl)benzamide CN1N=C(C=CC1=O)N1N=CN=C1[C@H](C)NC(C1=CC(=CC(=C1)C(F)(F)F)C(F)(F)F)=O